ClC=1C(=C(C=CC1)[C@@H]1NCCC1)C1CC1 |o1:7| (R or S)-2-(3-chloro-2-cyclopropylphenyl)pyrrolidine